6-(2,3-dihydro-1-benzofuran-5-yl)-2-methyl-N-{1-[3-(1-methyl-1H-pyrazol-4-yl)phenyl]ethyl}pyrimidin O1CCC2=C1C=CC(=C2)C2=CC=NC(N2C(C)C2=CC(=CC=C2)C=2C=NN(C2)C)C